C(#N)/C(/C(=O)N1CC(CC(C1)C1=CC=CC=C1)C(=O)N)=C\C=1SC=CN1 ((E)-2-cyano-3-(thiazol-2-yl)acryloyl)5-phenylpiperidine-3-carboxamide